NC1=C2C(=NC(=N1)Cl)N(N=C2)CC=2C=C(CCN1N=C(C=CC1=O)CO)C=CC2 2-(3-((4-amino-6-chloro-1H-pyrazolo[3,4-d]pyrimidin-1-yl)methyl)phenethyl)-6-(hydroxymethyl)pyridazin-3(2H)-one